C1(=C(C=CC=C1)C1=CC(=NC2=CC=C(C=C12)CNC1CCOCC1)C)C1=CC=CC=C1 N-((4-([1,1'-biphenyl]-2-yl)-2-methylquinoline-6-yl)methyl)tetrahydro-2H-pyran-4-amine